(S)-3-(3-chloro-4-fluorophenyl)-1-methyl-1-(5-oxo-2,3,4,5-tetrahydro-1H-cyclopenta[c]isoquinolin-1-yl)urea ClC=1C=C(C=CC1F)NC(N([C@H]1CCC=2NC(C=3C=CC=CC3C21)=O)C)=O